ClC1=CC=C(C=C1)N1C(C(=NC=2C=NC(=NC12)NCC(F)(F)F)C=1C=CC2=C(N(C(=N2)CO)C)C1)=O 8-(4-Chlorophenyl)-6-(2-(hydroxymethyl)-1-methyl-1H-benzo[d]imidazol-6-yl)-2-((2,2,2-Trifluoroethyl)amino)pteridin-7(8H)-one